FC(C(C(F)(F)F)(C)O[SnH](OC(C(F)(F)F)C(F)(F)F)OC(C(F)(F)F)C(F)(F)F)(F)F ((1,1,1,3,3,3-hexafluoro-2-methylpropan-2-yl)oxy)bis((1,1,1,3,3,3-hexafluoropropan-2-yl)oxy)stannane